(S)-N-(1-(8-((5,6-dihydro-4H-pyrrolo[1,2-b]pyrazol-3-yl)ethynyl)-1-oxo-2-phenyl-1,2-dihydroisoquinolin-3-yl)ethyl)-2-(sulfamoylamino)-pyrazolo[1,5-a]pyrimidine-3-carboxamide N=1N2C(=C(C1)C#CC=1C=CC=C3C=C(N(C(C13)=O)C1=CC=CC=C1)[C@H](C)NC(=O)C=1C(=NN3C1N=CC=C3)NS(N)(=O)=O)CCC2